N-(1,3-benzodioxol-4-yl)-6-chloro-1H-pyrrolo[2,3-b]pyridine-3-sulfonamide O1COC2=C1C=CC=C2NS(=O)(=O)C2=CNC1=NC(=CC=C12)Cl